methyltris(3-methyl-1-butyn-3-yloxy)silane C[Si](OC(C#C)(C)C)(OC(C#C)(C)C)OC(C#C)(C)C